TERT-BUTYL 3-FLUORO-3-(METHYLSULFONAMIDOMETHYL)PIPERIDINE-1-CARBOXYLATE FC1(CN(CCC1)C(=O)OC(C)(C)C)CNS(=O)(=O)C